BrC=1C(=NN(N1)C)C(C)N(C(OC(C)(C)C)=O)C([2H])([2H])[2H] tert-butyl (1-(5-bromo-2-methyl-2H-1,2,3-triazol-4-yl)ethyl)(methyl-d3)carbamate